C(C1=CC=CC=C1)OC1=NC(=CC=C1C1=NN(C2=CC(=CC=C12)NC1=C(C=C(C=C1)CC(=O)OC)C)C)OCC1=CC=CC=C1 methyl 2-(4-((3-(2,6-bis(benzyloxy)pyridin-3-yl)-1-methyl-1H-indazol-6-yl)amino)-3-methylphenyl)acetate